(S)-5-chloro-2-fluoro-4-((1-phenyl-2-(pyrrolidin-1-yl)ethyl)amino)-N-(thiazol-2-yl)benzenesulfonamide diethyl-3,4-difluorophthalate C(C)OC(C=1C(C(=O)OCC)=C(C(=CC1)F)F)=O.ClC=1C(=CC(=C(C1)S(=O)(=O)NC=1SC=CN1)F)N[C@H](CN1CCCC1)C1=CC=CC=C1